tris((1E,4E)-1,5-diphenylpent-1,4-dien-3-one) diPalladium [Pd].[Pd].C1(=CC=CC=C1)\C=C\C(\C=C\C1=CC=CC=C1)=O.C1(=CC=CC=C1)\C=C\C(\C=C\C1=CC=CC=C1)=O.C1(=CC=CC=C1)\C=C\C(\C=C\C1=CC=CC=C1)=O